6-tert-butoxycarbonylamino-2,4-dimethoxy-3-morpholin-4-ylmethyl-benzoic acid C(C)(C)(C)OC(=O)NC1=CC(=C(C(=C1C(=O)O)OC)CN1CCOCC1)OC